N-(4-(6-chloroquinoxalin-2-yl)-3-fluorophenyl)acetamide ClC=1C=C2N=CC(=NC2=CC1)C1=C(C=C(C=C1)NC(C)=O)F